5-Chloro-2-methoxy-4-methylbenzenesulfonyl chloride ClC=1C(=CC(=C(C1)S(=O)(=O)Cl)OC)C